ethyl 5-benzoyl-1,3,4-oxadiazole-2-carboxylate C(C1=CC=CC=C1)(=O)C1=NN=C(O1)C(=O)OCC